[cyano-(3-phenoxyphenyl)methyl] (2R)-2-[2-chloro-4-(trifluoromethyl) anilino]-3-methylbutanoate ClC1=C(N[C@@H](C(=O)OC(C2=CC(=CC=C2)OC2=CC=CC=C2)C#N)C(C)C)C=CC(=C1)C(F)(F)F